FC1=C(CNC(=O)C=2C(=NSC2)C)C=CC=C1 N-(2-fluorobenzyl)-3-methylisothiazole-4-carboxamide